3-(3,3-difluoroazetidin-1-yl)-5a,6,8,9-tetrahydropyrido[3',2':4,5]imidazo[1,2-a]pyrazin FC1(CN(C1)C1=CC=2NC3N(CCNC3)C2N=C1)F